NC=1C=C(C=C(C1)C(F)(F)F)[C@@H](C)NC=1C2=C(N=C(N1)C)N=C(C(=C2)C=2C=NNC2)N2CCCC2 (R)-N-(1-(3-amino-5-(trifluoromethyl)phenyl)ethyl)-2-methyl-6-(1H-pyrazol-4-yl)-7-(pyrrolidin-1-yl)pyrido[2,3-d]pyrimidin-4-amine